C(CCCCCCC\C=C/CCCCCC)(=O)OC[C@@H](OC(CCCCCCC\C=C/CCCCCC)=O)COP(=O)(O)OCC 1,2-dipalmitoleoyl-sn-glycero-3-phosphoethanol